4,4'-(4-amino-4H-1,2,4-triazole-3,5-diyl)dibenzoic acid NN1C(=NN=C1C1=CC=C(C(=O)O)C=C1)C1=CC=C(C(=O)O)C=C1